N-(2-(2-(dimethylamino)ethoxy)-5-((4-(7-fluoro-1H-indol-3-yl)-5-(trifluoromethyl)pyrimidin-2-yl)amino)phenyl)acetamide CN(CCOC1=C(C=C(C=C1)NC1=NC=C(C(=N1)C1=CNC2=C(C=CC=C12)F)C(F)(F)F)NC(C)=O)C